N1=C(C=CC=C1)C1=NC(=CC(=C1)C=O)C1=NC=CC=C1 2,2':6',2''-terpyridine-4'-carbaldehyde